(Ethane-1,2-diyl)bis(2-(4-chloro-2-cyano-6-fluorophenyl)-4-methoxy-1H-benzo[d]imidazole-5-carboxamide) C(CN1C(=NC2=C1C=CC(=C2OC)C(=O)N)C2=C(C=C(C=C2F)Cl)C#N)N2C(=NC1=C2C=CC(=C1OC)C(=O)N)C1=C(C=C(C=C1F)Cl)C#N